C(#N)C=1C=NC(=NC1)N1C[C@H](N([C@H](C1)C)C(=O)NC1CC2(CN(C2)CC2=CC=C(C=C2)F)C1)C (2R,6S)-4-(5-cyanopyrimidin-2-yl)-N-{2-[(4-fluorophenyl)methyl]-2-azaspiro[3.3]heptan-6-yl}-2,6-dimethylpiperazine-1-carboxamide